aluminum benzyl alcohol C(C1=CC=CC=C1)O.[Al]